FC1(CCN(CC1)C(=O)OC(C)(C)C)CCCN1C=NC2=CC=C(C=C2C1=O)O tert-butyl 4-fluoro-4-[3-(6-hydroxy-4-oxo-quinazolin-3-yl)propyl]piperidine-1-carboxylate